2-[3-nitro-4-(methylamino)phenyl]-6-ethoxymethoxybenzothiazole [N+](=O)([O-])C=1C=C(C=CC1NC)C=1SC2=C(N1)C=CC(=C2)OCOCC